C(C)(C)(C)C1=NC(=NC=N1)OC1=C(C=CC=C1)/C(/C(=O)OC)=C\OC Methyl (E)-2-[2-[(4-tert-butyl-1,3,5-triazin-2-yl)oxy]phenyl]-3-methoxy-prop-2-enoate